ClC1=NC=C(C(=C1)N1CCC(CC1)=O)C#CC=1C=NN(C1)C (2-chloro-5-((1-methyl-1H-pyrazol-4-yl)ethynyl)pyridin-4-yl)piperidin-4-one